C(C)(C)(C)OC(=O)N1C[C@H]([C@H](CC1)OCC1CN(C1)C(=O)OCC1=CC=CC=C1)F (3R,4S)-4-[(1-benzyloxycarbonyl-azetidin-3-yl)methoxy]-3-fluoro-piperidine-1-carboxylic acid tert-butyl ester